C(C1=CC=CC=C1)OC1=CC=C(C=C1)N1C=NN(C1=O)C\C(\CNC(OC(C)(C)C)=O)=C/F tert-butyl (Z)-(2-((4-(4-(benzyloxy)phenyl)-5-oxo-4,5-dihydro-1H-1,2,4-triazol-1-yl)methyl)-3-fluoroallyl)carbamate